1-(2,6-difluorophenyl)-6-oxo-1,2-diazine-3-carboxylic acid FC1=C(C(=CC=C1)F)N1N=C(C=CC1=O)C(=O)O